FC1=C(C=CC(=C1)C)C1=NC(=NC2=NC(=C(N=C12)C)C)N1C[C@@H](OCC1)C1=CC(=NC=C1)C 4-(2-fluoro-4-methylphenyl)-6,7-dimethyl-2-((2S)-2-(2-methyl-4-pyridinyl)-4-morpholinyl)pteridine